CC1N(CCCC1)C=O (2-methylpiperidin-1-yl)methanon